C(=O)(O)CC1=CC(=C(C(=O)NC2=C(C=CC(=N2)C(=O)O)C(=O)O)C=C1O)O 6-(4-(carboxymethyl)-2,5-dihydroxybenzoylamino)pyridine-2,5-dicarboxylic acid